N-(5-(4-(2-(dimethylamino)ethoxy)tetrahydro-2H-pyran-4-yl)pyridin-2-yl)cyclopropanecarboxamide 2-(chloromethyl)-1-(4,4-difluorotetrahydrofuran-3-yl)-1H-benzo[d]imidazole-6-carboxylate ClCC1=NC2=C(N1C1COCC1(F)F)C=C(C=C2)C(=O)O.CN(CCOC2(CCOCC2)C=2C=CC(=NC2)NC(=O)C2CC2)C